tertiary butyl peroxide 2-ethylhexanoate C(C)C(C(=O)O)CCCC.C(C)(C)(C)OOC(C)(C)C